NCC(=O)N1CCC(C1)(F)F (S)-1-(2-aminoacetyl)-4,4-difluoropyrrolidine